C1(=CC=C(C=C1)CN1CCNCCCNCCNCCC1)CN1CCNCCCNCCNCCC1 1,1'-[1,4-phenylenebis(methylene)]-di-1,4,8,11-tetraazacyclotetradecane